3-(3-bromo-5-(3,5-difluorobenzyloxy)-4-hydroxyphenyl)-2-(hydroxyimino)propionamide BrC=1C=C(C=C(C1O)OCC1=CC(=CC(=C1)F)F)CC(C(=O)N)=NO